C12C(C3CC(CC(C1)C3)C2)NC(=O)C=2NC=C(C2)C=2C(=NC=CC2)F N-(adamantan-2-yl)-4-(2-fluoro-pyridin-3-yl)-1H-pyrrole-2-carboxamide